BrCC1=C([C@@H](N=C(N1)C=1SC=C(N1)C)C1=C(C(=CC=C1)F)Cl)C(=O)OCC Ethyl (4R)-6-(bromomethyl)-4-(2-chloro-3-fluoro-phenyl)-2-(4-methylthiazol-2-yl)-1,4-dihydropyrimidine-5-carboxylate